5-bromo-6-fluoro-3-methyl-1H-pyrazolo[4,3-b]pyridine BrC1=C(C=C2C(=N1)C(=NN2)C)F